5-(4-amino-3-methyl-1H-pyrazol-1-yl)-N-((6-methoxy-3,3-dimethyl-2,3-dihydrobenzofuran-7-yl)sulfonyl)quinoline-2-carboxamide NC=1C(=NN(C1)C1=C2C=CC(=NC2=CC=C1)C(=O)NS(=O)(=O)C1=C(C=CC=2C(COC21)(C)C)OC)C